2-(((2r,3s,4r,5r)-5-(6-amino-9H-purin-9-yl)-3,4-dihydroxytetrahydrofuran-2-yl)methoxy)-4-(3-chloro-2,4,5-trifluorophenyl)-1,3,2-dioxaphosphorinane 2-sulfide NC1=C2N=CN(C2=NC=N1)[C@H]1[C@@H]([C@@H]([C@H](O1)COP1(OCCC(O1)C1=C(C(=C(C(=C1)F)F)Cl)F)=S)O)O